C(C)(C)(C)OC(=O)NC(=N)N(C1CC1)C(=O)OC(C)(C)C N,N'-di-tert-butoxycarbonyl-N'-cyclopropylguanidine